(2S)-2-[(tert-butoxycarbonyl)amino]-3-[4-(2-methylcyclopropanecarboxamido)phenyl]Propionamide C(C)(C)(C)OC(=O)N[C@H](C(=O)N)CC1=CC=C(C=C1)NC(=O)C1C(C1)C